COC(=O)C1(CN(CC1)C(=O)OC(C)(C)C)OS(=O)(=O)C 3-methylsulfonyloxypyrrolidine-1,3-dicarboxylic acid O1-tert-butyl O3-methyl ester